BrC1=CC2=C(N=C(N=C2)N[C@@H]2CNC(C2)=O)N(C1=O)C (S)-6-Bromo-8-methyl-2-((5-oxopyrrolidin-3-yl)amino)pyrido[2,3-d]pyrimidin-7(8H)-one